FC=1C(=C(C=CC1)C=1C=CC=2N(C1)C(=CN2)CNC)OCCC=2C(=NN(C2C)C)C [(6-{3-fluoro-2-[2-(1,3,5-trimethyl-1H-pyrazol-4-yl)ethoxy]phenyl}imidazo[1,2-a]pyridin-3-yl)methyl](methyl)amine